[Ag].S1(=O)(=O)NC(=O)C2=CC=CC=C12 saccharin silver salt